COC(C1=C(C(=CC=C1F)OCC1CC1)F)=O (cyclopropylmethoxy)-2,6-difluorobenzoic acid methyl ester